2-chloro-3-(4-hydroxy-3-nitrophenyl)propionic acid ClC(C(=O)O)CC1=CC(=C(C=C1)O)[N+](=O)[O-]